(3-methyltetrahydrofuran-3-yl)-6-(2-pyridinyl)pyridine-2,3-diamine CC1(COCC1)C1=C(C(=NC(=C1)C1=NC=CC=C1)N)N